1-(4-amino-2-fluoro-3-hydroxyphenyl)ethan-1-one NC1=C(C(=C(C=C1)C(C)=O)F)O